3-(difluoromethyl)-1-oxido-2-[1-(2,2,2-trifluoroethyl)pyrrolidin-3-yl]pyridin-1-ium FC(C=1C(=[N+](C=CC1)[O-])C1CN(CC1)CC(F)(F)F)F